methacryloyloxyethylphosphorylcholine methacrylate C(C(=C)C)(=O)OC(C[N+](C)(C)C)=P(=O)CCOC(C(=C)C)=O